N1=C2N(C=C1C=1C=C(C=C3C=C(NC13)C1=CC=C(C=C1)F)NC(C=C)=O)CCC2 N-(7-(6,7-dihydro-5H-pyrrolo[1,2-a]imidazol-2-yl)-2-(4-fluorophenyl)-1H-indol-5-yl)acrylamide